C(C)(C)(C)[Si](OC(C(OC1=C(C(=NC=C1)C(C)C)N1C(NC(C2=C1N=C(C(=C2)Cl)Cl)=O)=O)([2H])[2H])([2H])[2H])(C)C 1-(4-(2-((tert-Butyldimethyl-silyl)oxy)ethoxy-1,1,2,2-d4)-2-isopropylpyridin-3-yl)-6,7-dichloropyrido[2,3-d]pyrimidine-2,4(1H,3H)-dione